N1S(CCC2=C1C=CC=C2)(=O)=O 3,4-dihydro-1H-benzo[c][1,2]thiazin-2,2-dioxide